CN1C(=NC2=C1C=CC(=C2)NC2COCC2C)N 1-methyl-N5-(4-methyltetrahydrofuran-3-yl)-1H-benzo[d]imidazole-2,5-diamine